C(C)(=O)N1C[C@H](N([C@H](C1)C)C1=NN(C(=C1)C)C1CC2(CN(C2)C(=O)OC(C)(C)C)C1)C Tert-butyl 6-(3-((2R,6S)-4-acetyl-2,6-dimethylpiperazin-1-yl)-5-methyl-1H-pyrazol-1-yl)-2-azaspiro[3.3]heptane-2-carboxylate